9,10-bis(phenylethynyl)-Anthracen C1(=CC=CC=C1)C#CC=1C2=CC=CC=C2C(=C2C=CC=CC12)C#CC1=CC=CC=C1